2-fluoro-4-((2-methyl-3-butyn-2-yl)oxy)aniline FC1=C(N)C=CC(=C1)OC(C)(C#C)C